ClC=1C(=NC(=NC1)NC1CCOCC1)C1=CC=C2CN(C(C2=C1)=O)CC(=O)N[C@H]([C@H](C)O)C=1SC=CC1 2-(6-{5-chloro-2-[(oxan-4-yl)amino]pyrimidin-4-yl}-1-oxo-2,3-dihydro-1H-isoindol-2-yl)-N-[(1R,2S)-2-hydroxy-1-(thiophen-2-yl)propyl]acetamide